C[C@@H]1N(C2=CC=C3C(=C2CC1)N=C(N3CC(NCC3=NC=NC=C3)=O)CCN3C(C=CC=C3)=O)C(=O)OC methyl (S)-7-methyl-3-(2-oxo-2-((pyrimidin-4-ylmethyl)amino)ethyl)-2-(2-(2-oxopyridin-1(2H)-yl)ethyl)-3,7,8,9-tetrahydro-6H-imidazo[4,5-f]quinoline-6-carboxylate